C(C)C1CCC(CC1)C1=CC=C(C=C1)C=1OC2=C(N1)C=CC=C2 2-(4-((1r,4r)-4-ethylcyclohexyl)phenyl)benzo[d]oxazol